5-fluoro-N2-(4-(2-methoxyethoxy)phenyl)-N4-(3-((2,3,4,5-tetrafluoro-6-(methylthio)phenyl)amino)phenyl)pyrimidine-2,4-diamine FC=1C(=NC(=NC1)NC1=CC=C(C=C1)OCCOC)NC1=CC(=CC=C1)NC1=C(C(=C(C(=C1SC)F)F)F)F